2'-chloro-6-fluoro-5'-(2-((3-hydroxy-3-methylbutyl)amino)-1-phenylethyl)-5-(2-methoxyethoxy)-[1,1'-biphenyl]-2-carboxamide ClC1=C(C=C(C=C1)C(CNCCC(C)(C)O)C1=CC=CC=C1)C=1C(=CC=C(C1F)OCCOC)C(=O)N